5,5-dimethyl-4-(4-trifluoromethylphenyl)-2-pyrrolidinone CC1(C(CC(N1)=O)C1=CC=C(C=C1)C(F)(F)F)C